tert-butyl (R)-3-((S)-3-(3-(bromomethyl)phenyl)-1-(tert-butoxy)-1-oxopropan-2-yl)pyrrolidine-1-carboxylate BrCC=1C=C(C=CC1)C[C@H](C(=O)OC(C)(C)C)[C@@H]1CN(CC1)C(=O)OC(C)(C)C